FC=1C=C(C(=O)NCC2=C(NC3=CC=CC=C23)C2=C(C=CC=C2)C)C=C(C1)C(F)(F)F 3-Fluoro-N-(((2R,3S)-2-(o-tolyl)indol-3-yl)methyl)-5-(trifluoromethyl)benzamide